tert-butyl 5-((R)-1-((4-(N,N-diethylsulfamoyl)phenyl)sulfonyl) piperidine-3-carbonyl)hexahydropyrrolo[3,4-c]pyrrole-2(1H)-carboxylate C(C)N(S(=O)(=O)C1=CC=C(C=C1)S(=O)(=O)N1C[C@@H](CCC1)C(=O)N1CC2C(C1)CN(C2)C(=O)OC(C)(C)C)CC